4-((4-bromo-2,6-difluorophenyl)difluoromethoxy)-2,6-difluorobenzonitrile BrC1=CC(=C(C(=C1)F)C(OC1=CC(=C(C#N)C(=C1)F)F)(F)F)F